C1(CCCCC1)C=1C(=C(C=CC1)C1=C(C=C(C=C1C(C)C)C(C)C)C(C)C)C1CCCCC1 dicyclohexyl[2',4',6'-tris(isopropyl)[1,1'-biphenyl]]